BrC=1C(=C(C=CC1)N1CC(C1)N1CCN(CC1)C(=O)OC(C)(C)C)CNC1C(NC(CC1)=O)=O tert-Butyl 4-[1-[3-bromo-2-[[(2,6-dioxo-3-piperidyl)amino]methyl]phenyl]azetidin-3-yl]piperazine-1-carboxylate